2-((6-((dibenzo[b,d]furan-2-ylmethyl)carbamoyl)-2-phenylpyrimidin-4-yl)oxy)acetic acid C1=C(C=CC=2OC3=C(C21)C=CC=C3)CNC(=O)C3=CC(=NC(=N3)C3=CC=CC=C3)OCC(=O)O